FC(C1=C(C=C2CCCN(C2=C1)C1=CN=CC2=CC=C(C=C12)C(=O)O)C=1C=NN(C1)C)F 4-(7-(difluoromethyl)-6-(1-methyl-1H-pyrazol-4-yl)-3,4-dihydroquinolin-1(2H)-yl)isoquinoline-6-carboxylic acid